(3R)-3-(4-chlorophenyl)-2-[(5-chloropyridin-2-yl)methyl]-4-fluoro-6-{1-hydroxy-1-[1-(2-hydroxyacetyl)azetidin-3-yl]ethyl}-3-methoxy-2,3-dihydro-1H-isoindol-1-one ClC1=CC=C(C=C1)[C@@]1(N(C(C2=CC(=CC(=C12)F)C(C)(C1CN(C1)C(CO)=O)O)=O)CC1=NC=C(C=C1)Cl)OC